COCC1=CN(C2=CC=C(C=C12)C(C(=O)N)=C)C1=CC=C(C=C1)C(F)(F)F [3-(methoxymethyl)-1-[4-(trifluoromethyl)phenyl]indol-5-yl]acrylamide